tert-butyl (2S,3S,7aR)-3-(2-(benzyloxy)ethyl)-2-(hydroxymethyl)tetrahydro-1H-pyrrolizine-7a(5H)-carboxylate C(C1=CC=CC=C1)OCC[C@H]1[C@H](C[C@]2(CCCN12)C(=O)OC(C)(C)C)CO